C(C)(C)(C)OC(=O)N1CCCCC1.N1CC=CC=C1 1H-pyridine tert-butyl-piperidine-1-carboxylate